CC1(CCC(O1)C(=O)NC1=CC(=NC=C1)S(=O)(=O)C)C(F)(F)F 5-methyl-N-(2-(methylsulfonyl)pyridin-4-yl)-5-(trifluoromethyl)tetrahydrofuran-2-carboxamide